ClC=1C=C2C=CC(=NC2=NC1)C1=CC2=CN(N=C2C=C1OC)C 6-chloro-2-(6-methoxy-2-methylindazol-5-yl)-1,8-naphthyridine